O(CC)[Si](OCCC)(OCCC)OCCC ethoxyl-tripropoxysilane